FCC=1C(N(C(=CC1)C)C1=CC=NC=C1)=O (fluoromethyl)-6-methyl-2H-[1,4'-bipyridyl]-2-one